(2S)-2-[5-chloro-2-[(R)-hydroxy-[(3aR,4R,6R,6aR)-4-(4-chloropyrrolo[2,3-d]pyrimidin-7-yl)-2,2-dimethyl-3a,4,6,6a-tetrahydrofuro[3,4-d][1,3]dioxol-6-yl]methyl]phenyl]-2-fluoro-ethanol ClC=1C=CC(=C(C1)[C@@H](CO)F)[C@H]([C@H]1O[C@H]([C@H]2[C@@H]1OC(O2)(C)C)N2C=CC1=C2N=CN=C1Cl)O